(S)-(4-(5-fluorobenzo[d]oxazol-2-yl)-6,7-dihydro-1H-imidazo[4,5-c]pyridin-5(4H)-yl)(1-(trifluoromethyl)-1H-pyrazol-5-yl)methanone FC=1C=CC2=C(N=C(O2)[C@H]2N(CCC3=C2N=CN3)C(=O)C3=CC=NN3C(F)(F)F)C1